The molecule is an organoammonium salt resulting from the mixing of equimolar amounts of nitric acid and diethanolamine. It has a role as a protic solvent. It is an ionic liquid and an organoammonium salt. It contains a nitrate. C(CO)[NH2+]CCO.[N+](=O)([O-])[O-]